F[C@@]1([C@@H](O[C@@H]([C@H]1O)[C@@H](O)C)N1C(=O)NC(=O)C=C1)O 2'-fluoro-5'-(S)-methyl-uridine